C(C)(C)(C)OC(=O)N1CCC(CC1)C#CC=1C=NC(=CC1O[C@@H](C)CCO[Si](C)(C)C(C)(C)C)Cl (S)-4-((4-((4-((tert-butyldimethylsilyl)oxy)butan-2-yl)oxy)-6-chloropyridin-3-yl)ethynyl)piperidine-1-carboxylic acid tert-butyl ester